CC=1C=[N+](C2=C3N=CC(=CC3=C(C(=C2C1)C)C)C)C 3,5,6,8-tetramethyl-n-methyl-phenanthrolinium